OC1=CC=C(C(/C=C/C2=CC(=C(C=C2OC)O)Cl)=O)C=C1O (E)-4'-hydroxy-5'-hydroxy-4-hydroxy-6-methoxy-3-chlorochalcone